2-[6-amino-2-[4-(hydroxymethyl)-1-piperidyl]-1,3-benzothiazol-5-yl]propan-2-ol NC1=CC2=C(N=C(S2)N2CCC(CC2)CO)C=C1C(C)(C)O